O=C1NC(CCC1N1C(C2=CC(=C(C=C2C1=O)F)N1C2CN(C(C1)CC2)CC2CCN(CC2)C2=CC=C(C=C2)C(=C(CC)C2=CC=CC=C2)C2=CC=C(C=C2)O)=O)=O 2-(2,6-dioxopiperidin-3-yl)-5-fluoro-6-(5-((1-(4-(1-(4-hydroxyphenyl)-2-phenylbut-1-en-1-yl)phenyl)piperidin-4-yl)methyl)-2,5-diazabicyclo[2.2.2]octan-2-yl)isoindoline-1,3-dione